tert-butyl 4-((6-cyano-7-methoxy-2H-indazol-2-yl)methyl)-5-methoxy-7-methyl-1H-indole-1-carboxylate C(#N)C=1C=CC2=CN(N=C2C1OC)CC1=C2C=CN(C2=C(C=C1OC)C)C(=O)OC(C)(C)C